NC1=NC=CC(=C1)NC1=NC(=NC=C1C1=CC=C(C=C1)C(F)(F)F)NC=1C=NN(C1)C N4-(2-aminopyridin-4-yl)-N2-(1-methyl-1H-pyrazol-4-yl)-5-[4-(trifluoromethyl)phenyl]pyrimidine-2,4-diamine